1-phenyl-3-(1-(trifluoromethyl)cyclopropyl)-1H-pyrazol-5-amine C1(=CC=CC=C1)N1N=C(C=C1N)C1(CC1)C(F)(F)F